4-{2-[(2,3-dihydro-1-benzofuran-6-yloxy)methyl]pyridin-4-yl}-2-methylbenzamide O1CCC2=C1C=C(C=C2)OCC2=NC=CC(=C2)C2=CC(=C(C(=O)N)C=C2)C